F[C@H]1[C@H](C(CN(C1)C1=NC=CC(=N1)NC=1N=CC2=C(C=CC(=C2C1)C(C)C)N1[C@H]([C@@H](C1)CS(=O)(=O)C)C)(C)C)O (4S,5R)-5-fluoro-1-[4-({8-[(2S,3R)-3-(methanesulfonylmeth-yl)-2-methylazetidin-1-yl]-5-(propan-2-yl)isoquinolin-3-yl}amino)pyrimidin-2-yl]-3,3-dimethylpiperidin-4-ol